ClC=1C(=NC(=NC1)N[C@H]1C[C@@H](CC1)O)C1=CC=C2CN(C(C2=C1)=O)[C@@H](C(=O)N[C@H](CO)C1=NC(=CC=C1)N(C)C)C (2R)-2-[6-(5-Chloro-2-{[(1R,3R)-3-hydroxycyclopentyl]amino}pyrimidin-4-yl)-1-oxo-2,3-dihydro-1H-isoindol-2-yl]-N-[(1S)-1-[6-(dimethylamino)pyridin-2-yl]-2-hydroxyethyl]propanamid